N-(4-chloro-3-{4-[4-(difluoromethyl)phenyl]-6-oxo-1,6-dihydropyrimidin-2-yl}benzyl)isobutyramide ClC1=C(C=C(CNC(C(C)C)=O)C=C1)C=1NC(C=C(N1)C1=CC=C(C=C1)C(F)F)=O